OCCSSCCO 2-Hydroxyethyl disulphide